C(=O)C1=CC=C(C=C1)C1=NC(=NC(=N1)C1=CC=C(C=C1)C=O)C1=CC=C(C=C1)C=O (d)-2,4,6-tris(4-formylphenyl)-1,3,5-triazine